ClC=1C=C(N=NC1)C(C)OC1=CC(=CC=2N1C(=CN2)C#N)C=2N=NN(C2C)C2CCN(CC2)C(=O)OC(C)(C)C tert-Butyl 4-[4-[5-[1-(5-chloropyridazin-3-yl)ethoxy]-3-cyano-imidazo[1,2-a]pyridin-7-yl]-5-methyl-triazol-1-yl]piperidine-1-carboxylate